2-fluoro-3-methoxy-2-methylpropan-1-amine FC(CN)(COC)C